(S)-N-(3-chloro-2,4-difluorophenyl)-N-methyl-2-oxo-3-(4-(trifluoromethyl)-5,6,7,8-tetrahydroquinolin-2-yl)imidazolidine-4-formamide ClC=1C(=C(C=CC1F)N(C(=O)[C@H]1N(C(NC1)=O)C1=NC=2CCCCC2C(=C1)C(F)(F)F)C)F